COC1=CC(=NC=C1)C(=O)OCC Ethyl 4-methoxypyridinecarboxylate